FC(OC1=C(N)C=C(C=C1)F)(F)F 2-Trifluoromethoxy-5-fluoroaniline